C(C)(C)(C)OC(NC1C(C(CCC1)N)OC)=O tert-butyl-3-amino-2-methoxycyclohexylcarbamate